5-(5-((R)-1-(3,5-dichloropyridin-4-yl)ethoxy)-6-methoxy-1H-indazol-3-yl)-2-(((R)-tetrahydrofuran-3-yl)oxy)nicotinonitrile ClC=1C=NC=C(C1[C@@H](C)OC=1C=C2C(=NNC2=CC1OC)C=1C=NC(=C(C#N)C1)O[C@H]1COCC1)Cl